(R)-N-(1-methyl-2-phenylethyl)-N-prop-2-ynyl-R-sulfonamide C[C@H](CC1=CC=CC=C1)N(S(=O)=O)CC#C